N(N)C1=NC=C(C(=N1)OC)C#N 2-hydrazino-4-methoxy-pyrimidine-5-carbonitrile